Bis(2-dimethylaminoethyl) disulfide dihydrochloride Cl.Cl.CN(CCSSCCN(C)C)C